N1=C(C=CC=C1)CCOC1=CC=C(C=C1)B(O)O (4-[2-(PYRIDIN-2-YL)ETHOXY]PHENYL)BORANEDIOL